C1(=CC=CC=C1)COC(=O)N1CCNC([C@@H](C1)NC1=NC=2C(=CC=CC2C=2N1N=C(N2)C2=CC=C(C=C2)OC)S(=O)(=O)C)=O (6R)-6-{[7-(methylsulfonyl)-2-(4-methoxyphenyl)[1,2,4]triazolo[1,5-c]quinazolin-5-yl]amino}-5-oxo-1,4-diazacycloheptane-1-carboxylic acid phenylmethyl ester